(9H-Fluoren-9-yl)methyl(1-(hydroxymethyl)cyclopropyl)carbamate C1=CC=CC=2C3=CC=CC=C3C(C12)OC(N(C1(CC1)CO)C)=O